Ethyl 2-[({4,10-dioxatricyclo[7.3.0.03,7]dodeca-1,3(7),8-trien-2-yl}carbamoyl)oxy]-3-(1H-pyrazol-1-yl)propanoate C12=C(C=3OCCC3C=C2OCC1)NC(=O)OC(C(=O)OCC)CN1N=CC=C1